(2-fluorovinylbenzene) carbonate C(O)(O)=O.FC=CC1=CC=CC=C1